N1(CCNCC1)C=1N(C2=CC=CC=C2C1C=O)C1=CC=C(C=C1)Br 2-(piperazin-1-yl)-1-(4-bromophenyl)-1H-indole-3-carboxaldehyde